C(C)(C)O[C@H]([C@H](C)S(=O)(=O)N)C1=NC=C(C=N1)C (1S,2S)-1-Isopropoxy-1-(5-methylpyrimidin-2-yl)propane-2-sulfonamide